C(C)(=O)OC1C=C(C(C(C1C)C)C(C=CC)=O)C 4-(but-2-enoyl)-3,5,6-trimethylcyclohex-2-en-1-yl acetate